C(C)C1(CS(C2=C(N(C1)C1=CC=C(C=C1)NC(C(C)(C)C)=O)C=C(C(=C2)O\C=C(\C(=O)OC)/F)SC)(=O)=O)CC Methyl (Z)-3-((3,3-diethyl-7-(methylthio)-1,1-dioxido-5-(4-pivalamidophenyl)-2,3,4,5-tetrahydro-1,5-benzothiazepin-8-yl)oxy)-2-fluoroacrylate